[Si](C)(C)(C(C)(C)C)OCC1=C(C(=NN1C)OC)B1OC(C(O1)(C)C)(C)C 5-(((tert-butyldimethylsilyl)oxy)methyl)-3-methoxy-1-methyl-4-(4,4,5,5-tetramethyl-1,3,2-dioxaborolan-2-yl)-1H-pyrazole